FC(C1(OCC(O1)=O)C(F)(F)F)(F)F 2,2-bis(trifluoromethyl)-1,3-dioxolan-4-one